2-((2S,4R)-2-benzyl-4-methylazepan-1-yl)-6-morpholinopyrimidin-4(3H)-one C(C1=CC=CC=C1)[C@H]1N(CCC[C@H](C1)C)C1=NC(=CC(N1)=O)N1CCOCC1